disodium monophosphate P(=O)([O-])([O-])O.[Na+].[Na+]